3-((trimethylsilyl)ethynyl)pyridine-2,6-diamine C[Si](C)(C)C#CC=1C(=NC(=CC1)N)N